6-chloro-2-(furan-2-yl)-1-methyl-1H-imidazo[4,5-b]pyrazine ClC1=CN=C2C(=N1)N(C(=N2)C=2OC=CC2)C